L-O-(pent-4-en-1-yl)serine C(CCC=C)OC[C@H](N)C(=O)O